OC1=NC(=NC2=C3C(=C(C=C12)O[C@@H]1CN(CC1)C(C)=O)OC=C3)C (S)-1-(3-((4-hydroxy-2-methylfuro[2,3-h]quinazolin-6-yl)oxy)pyrrolidin-1-yl)ethanone